ClC=1C(=NC(=NC1)NC=1C=NN(C1C)C)O 5-chloro-2-[(1,5-dimethyl-1H-pyrazol-4-yl)amino]Pyrimidin-4-ol